8-(2-chloro-4-((5,6,7,8-tetrahydroimidazo[1,2-a]pyridin-6-yl)oxy)phenyl)-6-(1-methylcyclopropoxy)-9-((4-methylpyridin-2-yl)methyl)-9H-purine ClC1=C(C=CC(=C1)OC1CCC=2N(C1)C=CN2)C=2N(C1=NC=NC(=C1N2)OC2(CC2)C)CC2=NC=CC(=C2)C